N-(2-(3,3-dimethyl-2-phenylcyclohex-1-en-1-yl)phenyl)benzamide CC1(C(=C(CCC1)C1=C(C=CC=C1)NC(C1=CC=CC=C1)=O)C1=CC=CC=C1)C